ClC1=CC2=C(C(=N1)C1=C(C=CC=C1)C1CC1)N=CN2C 6-Chloro-4-(2-cyclopropylphenyl)-1-methyl-1H-imidazo[4,5-c]pyridine